7-bromo-N-(3-methoxy-2,6-dimethylphenyl)-1-methyl-2,3-dihydro-1H-pyrido[2,3-b][1,4]oxazin-6-amine BrC1=CC2=C(OCCN2C)N=C1NC1=C(C(=CC=C1C)OC)C